3-(7-Cyanopyrazolo[1,5-a]pyridin-4-yl)-5-(trifluoromethyl)-3-azabicyclo[3.1.0]hexane-1-carboxylic acid ethyl ester C(C)OC(=O)C12CN(CC2(C1)C(F)(F)F)C=1C=2N(C(=CC1)C#N)N=CC2